C(C)(C)(CC(C)(C)C)N=P(N(C)C)(N(C)C)N(C)C tert-octyl-imino-tris-(dimethylamino)-phosphorane